(R)-4-hydroxybutyrate OCCCC(=O)[O-]